N[C@@H](C)C(=O)[O-].C(C)(=O)OCC[N+](C)(C)C acetylcholine alanine salt